CN1C(C2=C(C(=C1)C1=C(OC3CCN(CC3)C(=O)OCC)C=CC(=C1)S(=O)(=O)C)C=CN2)=O ethyl 4-[2-(6-methyl-7-oxo-6,7-dihydro-1H-pyrrolo[2,3-c]pyridin-4-yl)-4-(methylsulfonyl)phenoxy]piperidine-1-carboxylate